(S)-4-[3-(4-amino-2-methyl-pyrido[3,2-d]pyrimidin-6-yl)phenyl]-2-(2-pyridinyl)but-3-yn-2-ol NC=1C2=C(N=C(N1)C)C=CC(=N2)C=2C=C(C=CC2)C#C[C@](C)(O)C2=NC=CC=C2